ClC1=CN=C(C=C1C(=O)NC1=CC(=CC(=C1)CC=1C=NN(C1)C)Cl)N1S(CCC1)(=O)=O 5-chloro-N-(3-chloro-5-((1-methyl-1H-pyrazol-4-yl)methyl)phenyl)-2-(1,1-dioxidoisothiazolidin-2-yl)isonicotinamide